OCC[NH2+]CCO di(2-hydroxyeth-1-yl)ammonium